3-amino-2,4-dichloropyridine NC=1C(=NC=CC1Cl)Cl